Tert-butyl 3-((tert-butoxycarbonyl) amino)-4-((2-hydroxyethyl) amino)-4-oxobutanoate C(C)(C)(C)OC(=O)NC(CC(=O)OC(C)(C)C)C(=O)NCCO